2-[3-(Oxapent-3-yl)-1,2,4-oxadiazol-5-yl]-5-[4-(trifluoromethoxy)benzene-1-sulfonyl]pyridin-3-amine OCC(CC)C1=NOC(=N1)C1=NC=C(C=C1N)S(=O)(=O)C1=CC=C(C=C1)OC(F)(F)F